3-(1-((1r,4r,5s)-2-azabicyclo[2.1.1]hexane-5-yl)-7-(2,3-dichlorophenyl)-6-fluoro-4-methyl-2-(5-oxo-1,2,3,5-tetrahydroindol-3-yl)-1H-pyrrolo[3,2-c]quinolin-8-yl)propionitrile [C@H]12NC[C@H]([C@@H]1N1C(=CC=3C(=NC=4C(=C(C(=CC4C31)CCC#N)C3=C(C(=CC=C3)Cl)Cl)F)C)C3CNC=1C=CC(CC31)=O)C2